5-methoxy-1-methyl-spiro[indoline-3,3'-isochromane]-1',2-dione COC=1C=C2C(=CC1)N(C(C21OC(C2=CC=CC=C2C1)=O)=O)C